N-(4-Morpholinopyridin-3-yl)-2-phenylimidazo[1,2-b]pyridazine-8-carboxamide O1CCN(CC1)C1=C(C=NC=C1)NC(=O)C=1C=2N(N=CC1)C=C(N2)C2=CC=CC=C2